C(C1=CC=CC=C1)(=O)C1(C2=NCN([C@H]3[C@@H]([C@H](O)[C@@H](CO)O3)F)C2=NC=N1)N 6-benzoyl-2'-fluoro-deoxyadenosine